α-phenyl-styrene C1(=CC=CC=C1)C(=C)C1=CC=CC=C1